2-hexenyl acetate C(C)(=O)OCC=CCCC